(S)-3-amino-7-((3-hydroxyoxetan-3-yl)ethynyl)-5-methyl-2,3-dihydrobenzo[b][1,4]oxazepin-4(5H)-one N[C@@H]1C(N(C2=C(OC1)C=CC(=C2)C#CC2(COC2)O)C)=O